O1C(=NC=C1)C1=CC(=C2C=CC=NC2=C1)C1(CC1)C1=C(C(=O)N)C=CC=C1 (1-(7-(oxazol-2-yl)quinolin-5-yl)cyclopropyl)benzamide